4-(1-(5-azaspiro[2.4]heptan-5-yl)ethyl)-N-(3-(3-((4-methyl-4H-1,2,4-triazol-3-yl)methyl)oxetan-3-yl)phenyl)-6-(trifluoromethyl)picolinamide C1CC12CN(CC2)C(C)C2=CC(=NC(=C2)C(F)(F)F)C(=O)NC2=CC(=CC=C2)C2(COC2)CC2=NN=CN2C